ClC1=CC=C2C(=C1)NC([C@@]21[C@@H](N[C@H]([C@@H]1C1=C(C(=CC=C1)Cl)F)C(=O)NC1=C(C=C(C(=O)O)C=C1)OC)CC(C)(C)C)=O |r| rac-4-((2'S,3'R,4'S,5'R)-6-chloro-4'-(3-chloro-2-fluorophenyl)-2'-neopentyl-2-oxospiro[indoline-3,3'-pyrrolidine]-5'-carboxamido)-3-methoxybenzoic acid